tert-butyl 6-((4-chloro-7-methoxyquinazolin-6-yl)oxy)-2-azaspiro[3.3]heptane-2-carboxylate ClC1=NC=NC2=CC(=C(C=C12)OC1CC2(CN(C2)C(=O)OC(C)(C)C)C1)OC